F[C@]1([C@@H](O[C@@H]([C@]1(O)OC(CCCCC)=O)CO)N1C(=O)NC(=O)C=C1)C deoxy-2'-fluoro-2'-C-methyl-3'-hexanoyloxyuridine